methyl (S)-2-((2-(2,6-difluoro-4-hydroxyphenyl)-7-methylimidazo[1,2-a]pyridin-3-yl)methyl)morpholine-4-carboxylate FC1=C(C(=CC(=C1)O)F)C=1N=C2N(C=CC(=C2)C)C1C[C@H]1CN(CCO1)C(=O)OC